BrC1=C(C=C2C(=NC(=NC2=C1F)F)N1CC2CCC(C1)N2C(=O)OC(C)(C)C)F tert-butyl 3-(7-bromo-2,6,8-trifluoroquinazolin-4-yl)-3,8-diazabicyclo[3.2.1]octane-8-carboxylate